NC=1C=2N(C=CN1)C(=NC2C2=CC=C(C(=O)NC1=NC=CC=C1)C=C2)[C@H]2N(CCC2)C(COCCOCCNC2=C1C(N(C(C1=CC=C2)=O)C2C(NC(CC2)=O)=O)=O)=O 4-(8-amino-3-((2S)-1-(2-(2-(2-((2-(2,6-dioxopiperidin-3-yl)-1,3-diOxoisoindoline-4-yl)amino)ethoxy)ethoxy)acetyl)pyrrolidin-2-yl)imidazo[1,5-a]pyrazin-1-yl)-N-(Pyridin-2-yl)benzamide